L-(-)-4-chloro-3-hydroxybutyronitrile ClCC(CC#N)O